Zirconium dioxid [O-2].[O-2].[Zr+4]